7-chloro-8-fluoro-5-isopropoxy-2-(methylthio)pyrido[4,3-d]pyrimidin-4(3H)-one ClC1=C(C=2N=C(NC(C2C(=N1)OC(C)C)=O)SC)F